FC1=C(C(=CC(=C1)C(=O)C1=CC=C2C(=CC=CN12)C=1C(=CC2=C(N(N=C2C1O)C)C)C(F)(F)F)F)NC(\C=C\CNC1(COC1)C)=O (E)-N-(2,6-difluoro-4-(8-(7-hydroxy-2,3-dimethyl-5-(trifluoromethyl)-2H-indazol-6-yl)indolizine-3-carbonyl)phenyl)-4-((3-methyloxetan-3-yl)amino)but-2-enamide